(4-hydroxy-1-piperidinyl)methanone OC1CCN(CC1)C=O